COC=1N=C2C(=CC=NC2=CC1OC)OC1=C(C=C(C=C1)NC(=O)C=1C(=NC(=C(C1O)C1=CC=C(C=C1)C(C)C)C)C)F N-[4-[(6,7-dimethoxy-1,5-naphthyridin-4-yl)oxy]-3-fluorophenyl]-4-hydroxy-2,6-dimethyl-5-(4-propan-2-ylphenyl)pyridine-3-carboxamide